FC1=C(C=CC(=N1)C=1N=NN(C1NC(O[C@H](C)C=1C(=NC=CC1)Cl)=O)C)NC(=O)C=1C=NC(=NC1)C(F)(F)F (R)-1-(2-chloropyridin-3-yl)ethyl (4-(6-fluoro-5-(2-(trifluoromethyl)pyrimidine-5-carboxamido)pyridin-2-yl)-1-methyl-1H-1,2,3-triazol-5-yl)carbamate